CC1=C(OC2=NC=CC=C2)C=CC(=C1)C1=NN=NN1 2-methyl-4-tetrazol-5-ylphenoxypyridine